2,3-dihydroxypropyl 3-vinyldecanoate C(=C)C(CC(=O)OCC(CO)O)CCCCCCC